1-({7-[(4-bromo-2-fluorophenyl)amino]-8-fluoro-4-methylcinnolin-6-yl}carbonyl)-3-[(2S)-piperidin-2-yl]azetidin-3-ol BrC1=CC(=C(C=C1)NC1=C(C=C2C(=CN=NC2=C1F)C)C(=O)N1CC(C1)(O)[C@H]1NCCCC1)F